C(#N)C=1C(=CC2=C(N(C([C@H](CS2(=O)=O)NC(OC(C)(C)C)=O)=O)CC2=CC=C(C=C2)OCC2CCOCC2)C1)F tert-butyl N-[(3R)-7-cyano-8-fluoro-1,1,4-trioxo-5-[[4-(tetrahydropyran-4-ylmethoxy)phenyl]methyl]-2,3-dihydro-1λ6,5-benzothiazepin-3-yl]carbamate